4-(3-Ethyl-8,8-dimethyl-7-oxo-5,6,7,8-tetrahydronaphthalen-2-yl)-3,6-dihydropyridine-1(2H)-carboxylic acid tert-butyl ester C(C)(C)(C)OC(=O)N1CCC(=CC1)C1=CC=2C(C(CCC2C=C1CC)=O)(C)C